(rac)-tert-butyl-2-[6-amino-5-(difluoromethoxy)pyridin-3-yl]-6,7-dihydrospiro[pyrazolo[5,1-c][1,4]oxazine-4,3'-pyrrolidine]-1'-carboxylate C(C)(C)(C)OC(=O)N1C[C@@]2(CC1)OCCN1C2=CC(=N1)C=1C=NC(=C(C1)OC(F)F)N |r|